N-(4-picolyl)benzamide N1=CC=C(C=C1)CNC(C1=CC=CC=C1)=O